OCC(C1=CC=CC=C1)NC(CC(CC(=O)[O-])(C)C)=O 5-((2-hydroxy-1-phenylethyl)amino)-3,3-dimethyl-5-oxopentanoate